ClC1=CC=C(C=C1)COC1=NC=2CN(CCC2C=C1C(F)(F)F)CC1=NC2=C(N1C[C@H]1OCC1)C(=C(C=C2)C(=O)O)F 2-({2-[(4-Chlorophenyl)methoxy]-3-(trifluoromethyl)-5,6,7,8-tetrahydro-1,7-naphthyridin-7-yl}methyl)-7-fluoro-1-{[(2S)-oxetan-2-yl]methyl}-1H-1,3-benzodiazole-6-carboxylic acid